4-(tert-butyl)-2-(phenanthro[3,2-b]benzofuran-11-yl)pyridine C(C)(C)(C)C1=CC(=NC=C1)C1=CC=CC=2C3=C(OC21)C=C2C1=CC=CC=C1C=CC2=C3